nickel chromium-nickel [Ni].[Cr].[Ni]